O1CC=NC=C1 1,4-oxazine